NC=1N=NC(=CC1N1CC2CCC(C1)N2C=2C=C(OCCN1CCN(CC1)C(CCCCCCCC(=O)O)=O)C=CC2)C2=C(C=CC=C2)O 9-[4-[2-[3-[3-[3-amino-6-(2-hydroxyphenyl)pyridazin-4-yl]-3,8-diazabicyclo[3.2.1]octan-8-yl]phenoxy]ethyl]piperazin-1-yl]-9-oxo-nonanoic acid